[N+](=O)([O-])C=1C=CC(=NC1)N1N=CC=C1 5-nitro-2-(1H-pyrazol-1-yl)pyridine